4-Chloro-2-((8-(2-chloro-3-hydroxyphenyl)-6-(1-methylcyclopropoxy)-9H-purin-9-yl)methyl)benzonitrile ClC1=CC(=C(C#N)C=C1)CN1C2=NC=NC(=C2N=C1C1=C(C(=CC=C1)O)Cl)OC1(CC1)C